2-(4-(7-(2,5-dihydrofuran-3-yl)-1-methyl-2,3-dioxo-2,3-dihydropyrido[2,3-b]pyrazin-4(1H)-yl)piperidin-1-yl)-N-propylpyrimidine-5-sulfonamide O1CC(=CC1)C1=CC2=C(N(C(C(N2C)=O)=O)C2CCN(CC2)C2=NC=C(C=N2)S(=O)(=O)NCCC)N=C1